2-AMINO-8-CHLORO-6-METHYL-1,7-NAPHTHYRIDINE-3-CARBOXAMIDE NC1=NC2=C(N=C(C=C2C=C1C(=O)N)C)Cl